C1(CCCC1)C1=NC2=NC=NC(=C2N1)C(=O)NCC1=CC(=CC(=C1)C=1C=NN(C1)C=1C=NN(C1)C)F 8-Cyclopentyl-N-(3-fluoro-5-(1'-methyl-1'H-[1,4'-bipyrazole]-4-yl)benzyl)-7H-purine-6-carboxamide